methoxynaphthalene-nonanol COC1=C(C2=CC=CC=C2C=C1)CCCCCCCCCO